C1(CC1)OC=1C=C2C(=NN(C2=CC1)C1OCCCC1)C=1C=C(C(N(N1)C)=O)N1CCOCC1 6-(5-cyclopropoxy-1-(tetrahydro-2H-pyran-2-yl)-1H-indazol-3-yl)-2-methyl-4-morpholinopyridazin-3(2H)-one